C(C)OC(=O)C1=CC(=NC(=C1N)C1=C2C=NN(C2=CC=C1C)C1OCCCC1)C=1C(=NC=CC1)NC1=NC=CC=C1F Ethyl-5-amino-2'-((3-fluoropyridin-2-yl) amino)-6-(5-methyl-1-(tetrahydro-2H-pyran-2-yl)-1H-indazol-4-yl)-[2,3'-bipyridine]-4-carboxylate